1-(5-Cyclobutyl-6-methyl-pyrrolo[2,3-b]pyrazin-3-yl)-2-dimethoxyphosphoryl-ethanone C1(CCC1)N1C(=CC=2C1=NC(=CN2)C(CP(=O)(OC)OC)=O)C